C(C)(C)(C)OC(=O)N1C(=CC2=CC(=CC=C12)NC([C@H](CC1=CC=C(C=C1)N)N1C(C(N(CC1)C1=C(C=CC(=C1)Cl)N1N=NN=C1)=O)=O)=O)C(=O)OC(C)(C)C (S)-5-(3-(4-aminophenyl)-2-(4-(5-chloro-2-(1H-tetrazol-1-yl)phenyl)-2,3-dioxopiperazin-1-yl)propionylamino)-1H-indole-1,2-dicarboxylic acid di-tert-butyl ester